C(C)[Mg] Ethylmagnesium